(S)-3-(3-bromophenyl)-3-hydroxy-1-methylpiperidin-2-one BrC=1C=C(C=CC1)[C@@]1(C(N(CCC1)C)=O)O